(7-chloro-4-(methylamino)-2-oxo-1-phenyl-1,2-dihydroquinolin-3-yl)-2-phenylacetamide ClC1=CC=C2C(=C(C(N(C2=C1)C1=CC=CC=C1)=O)C(C(=O)N)C1=CC=CC=C1)NC